C1(=CC=C(C=C1)C1=NN=C(O1)C1=C(C(=NC=C1)C1=NC=CC=C1)C=1OC(=NN1)C1=CC=C(C=C1)C1=CC=CC=C1)C1=CC=CC=C1 bis[5-(biphenyl-4-yl)-1,3,4-oxadiazol-2-yl]-2,2'-bipyridine